(3s,6r)-3-hydroxymethyl-6-methyl-piperazine-2,5-dione OC[C@H]1C(N[C@@H](C(N1)=O)C)=O